N-(3-bromopyrazolo[1,5-a]pyridin-5-yl)-3-(methylsulfonamido)-propanamide BrC=1C=NN2C1C=C(C=C2)NC(CCNS(=O)(=O)C)=O